3-bromo-6-chloroimidazo[1,2-b]pyridazine-2-carboxylic acid ethyl ester C(C)OC(=O)C=1N=C2N(N=C(C=C2)Cl)C1Br